monotolylsulfonate C1(=C(C=CC=C1)OS(=O)=O)C